C1(CCCC1)C=[Si]=[Hf](C1C(=CC2=C(C=CC=C12)C1CC1)C)C1C(=CC2=C(C=CC=C12)C1CC1)C cyclopentylmethylenesilylene-bis(2-methyl-4-cyclopropylinden-1-yl)hafnium